(2-fluorophenyl)quinoxaline-2-carboxamide FC1=C(C=CC=C1)C=1C(=NC2=CC=CC=C2N1)C(=O)N